1-(2,6-difluorophenyl)-N-(3-fluoro-4-((1-isopropyl-2-oxo-2,3-dihydro-1H-imidazo[4,5-b]pyridine-7-yl)oxy)phenyl)-5-(trifluoromethyl)-1H-pyrazole-4-carboxamide FC1=C(C(=CC=C1)F)N1N=CC(=C1C(F)(F)F)C(=O)NC1=CC(=C(C=C1)OC1=C2C(=NC=C1)NC(N2C(C)C)=O)F